ClC=1C(=C2C=NNC2=C(C1F)N(C=1N=NC=CN1)C)C1=CC=2N(C=C1)N=C(C2)NC(=O)C2C(C2)F N-(5-(5-chloro-6-fluoro-7-(methyl(1,2,4-triazin-3-yl)amino)-1H-indazol-4-yl)pyrazolo[1,5-a]pyridin-2-yl)-2-fluorocyclopropane-1-carboxamide